6-Methoxy-2-methyl-N-(7-(pyridin-2-yl)-7H-pyrrolo[2,3-d]pyrimidin-2-yl)-1,2,3,4-tetrahydroisoquinolin-7-amine COC=1C=C2CCN(CC2=CC1NC=1N=CC2=C(N1)N(C=C2)C2=NC=CC=C2)C